C1(=CC=CC2=CC=CC=C12)C1=CC=CC2=CC=CC=C12 [1,1']Binaphthyl